4-(3-fluorobenzyl)-N-((S)-7-(2-((S)-3-hydroxypyrrolidin-1-yl)-2-oxoethoxy)-5-methyl-4-oxo-2,3,4,5-tetrahydrobenzo[b][1,4]oxazepin-3-yl)-1H-pyrazole-1-carboxamide FC=1C=C(CC=2C=NN(C2)C(=O)N[C@@H]2C(N(C3=C(OC2)C=CC(=C3)OCC(=O)N3C[C@H](CC3)O)C)=O)C=CC1